N-(4-fluoro-2,6-dimethylbenzoyl)-O-(cis-3-(2-(5,6,7,8-tetrahydro-1,8-naphthyridin-2-yl)ethyl)cyclobutyl)homoserine FC1=CC(=C(C(=O)N[C@@H](CCO[C@@H]2C[C@@H](C2)CCC2=NC=3NCCCC3C=C2)C(=O)O)C(=C1)C)C